ClC=1C=C(C(=O)N2CC=3C(C[C@H]2C)=NNC3)C=CC1Cl (R)-5-(3,4-dichlorobenzoyl)-6-methyl-4,5,6,7-tetrahydro-2H-pyrazolo[4,3-c]Pyridine